BrC1=CC(=NC=C1)C(F)(F)F 4-Bromo-2-(trifluoro-methyl)-pyridine